FC=1C=CC(=NC1)C(=O)N1C=NC=C1 (5-fluoropyridin-2-yl)(1H-imidazol-1-yl)methanone